C12CN(CC(CCC1)N2)C2=NN(C1=C2C=NC(=C1F)C1=CC(=CC2=CC=C(C(=C12)C#C)F)O)C 4-[3-(3,9-diazabicyclo[3.3.1]nonan-3-yl)-7-fluoro-1-methyl-pyrazolo[4,3-c]pyridin-6-yl]-5-ethynyl-6-fluoro-naphthalen-2-ol